D-glucuronic acid-13C O=[13CH][C@H](O)[C@@H](O)[C@H](O)[C@H](O)C(=O)O